Cl.NCCCNC(C)=O N-(3-aminopropyl)acetamide hydrochloride